[F-].C(CCCCCCCCCC)[N+]1=C(C=CC=C1)CCC 1-undecyl-2-propylpyridinium fluoride